FC(N1N=C2C=C(C=C(C2=C1)S(N)(=O)=O)NC(CC1C(CCCC1)O)=O)F N-(2-(difluoromethyl)-4-sulfamoyl-2H-indazol-6-yl)-2-(2-hydroxycyclohexyl)acetamide